N,N,2,6-tetramethylaniline CC1=C(C(=CC=C1)C)N(C)C